FC=1C=C2C(=CNC2=CC1F)NC(C(=O)NC(C(F)(F)F)C1=CC=CC=C1)=O N-(5,6-difluoro-1H-indol-3-yl)-N'-(2,2,2-trifluoro-1-phenylethyl)oxalamide